C(C)(C)(CCC)[Si](OCC)(OCC)C(C)(C)CCC di-tert-hexyl-diethoxysilane